3-oxo-3-(thiazol-4-yl)propionitrile O=C(CC#N)C=1N=CSC1